BrC1=C(C=CC=C1)C1C(OC(O1)(C)C)(C)C 5-(2-bromophenyl)-2,2,4,4-tetramethyl-1,3-dioxolane